2,2,5-tri(pyridin-2-yl)-1,2-dihydrobenzo[4,5]imidazo[1,2-a]imidazo[2,1-d][1,3,5]triazin-3(5H)-one N1=C(C=CC=C1)C1(NC2=NC=3N(C(N2C1=O)C1=NC=CC=C1)C1=C(N3)C=CC=C1)C1=NC=CC=C1